(R)-benzyl 2-(((benzyloxy)carbonyl)amino)-3-(3-((S)-1-ethoxyethyl)-5-fluorobenzamido)propanoate C(C1=CC=CC=C1)OC(=O)N[C@@H](C(=O)OCC1=CC=CC=C1)CNC(C1=CC(=CC(=C1)F)[C@H](C)OCC)=O